N-(furan-2-ylmethyl)azetidine-3-carboxamide hydrochloride Cl.O1C(=CC=C1)CNC(=O)C1CNC1